OC1=C(C(=CC(=C1S(=O)(=O)NC(C)C)CCCCC)O)C1=CC(=CC=C1)C 2,6-dihydroxy-N-isopropyl-3'-methyl-4-pentyl-[1,1'-biphenyl]-3-sulfonamide